ClC1=C(C=C(C=C1)NC(C(=O)NC1=CNC2=CC(=C(C=C12)F)F)=O)C#C N'-(4-chloro-3-ethynylphenyl)-N-(5,6-difluoro-1H-indol-3-yl)ethanediamide